ethyl hydrogen ({[(2S)-2-{[(4-bromophenyl)carbamoyl]amino}pentanoyl]amino}methyl)phosphonate BrC1=CC=C(C=C1)NC(=O)N[C@H](C(=O)NCP(OCC)(O)=O)CCC